N(=[N+]=[N-])CCCCC(=O)N(CC)CCCC(C)NC1=CC=NC2=CC(=CC=C12)Cl 5-azido-N-(4-((7-chloroquinolin-4-yl)amino)pentyl)-N-ethylpentanamide